C(C(=C)C)(=O)OCC1=C(C(=CC(=C1)OC)N1N=C2C(=N1)C=CC=C2)O 3-(2H-benzo[d][1,2,3]triazole-2-yl)-2-hydroxy-5-methoxybenzyl methacrylate